ClC1=CC=C(C=C1)C1=NN(CCC1C=1SC=CC1)\C(\NC(=O)NC(C)=O)=N/S(=O)(=O)C1=CC=C(C=C1)C(F)(F)F N-((E)-N'-((Z)-(3-(4-chlorophenyl)-4-(thiophen-2-yl)-5,6-dihydropyridazine-1(4H)-yl)(((4-(trifluoromethyl)phenyl)sulfonyl)imino)methyl)carbamoyl)acetamide